1,1-dioxothiane O=S1(CCCCC1)=O